{4-[2-Hydroxy-3-(phenyloxy)propyl]piperazin-1-yl}-3-phenylbutan-2-ol OC(CN1CCN(CC1)CC(C(C)C1=CC=CC=C1)O)COC1=CC=CC=C1